(2s,4s)-2-((1-((3-bromopyridin-2-yl)methyl)-3-oxoisoindolin-2-yl)methyl)-2-fluoro-5-oxa-7-azaspiro[3.4]octan-6-one BrC=1C(=NC=CC1)CC1N(C(C2=CC=CC=C12)=O)CC1(CC2(C1)OC(NC2)=O)F